1-cyclobutyl-N-(8-(2-((1-methyl-1H-pyrazol-4-yl)amino)pyrimidin-4-yl)-2-(oxetan-3-yl)-2,3,4,5-tetrahydro-1H-benzo[c]azepin-5-yl)-1H-1,2,3-triazole-4-carboxamide C1(CCC1)N1N=NC(=C1)C(=O)NC1C2=C(CN(CC1)C1COC1)C=C(C=C2)C2=NC(=NC=C2)NC=2C=NN(C2)C